hexahydro-1H-phenalene C1CCC2CCCC3=CC=CC1=C23